C(#N)C1=CC(=NC=C1)N1C=C(C2=C1N=CN=C2N2[C@H](CN(CC2)C(=O)OC(C(F)(F)F)(C)C)C)C2CCC2 trifluoro-2-methylpropan-2-yl (S)-4-(7-(4-cyanopyridin-2-yl)-5-cyclobutyl-7H-pyrrolo[2,3-d]pyrimidin-4-yl)-3-methylpiperazine-1-carboxylate